CC(CCN1CCC2(CCCN(C2)S(=O)(=O)C=2C=CC(=NC2)N(C(CC)=O)C)CC1)(C)C N-(5-((9-(3,3-Dimethylbutyl)-2,9-diazaspiro[5.5]undecan-2-yl)sulfonyl)pyridin-2-yl)-N-methylpropionamide